(R)-5-(1-(5-chloro-7-((2-(methylamino)-1H-imidazol-1-yl)methyl)-1-oxo-3,4-dihydroisoquinolin-2(1H)-yl)ethyl)-3-ethoxypicolinonitrile ClC1=C2CCN(C(C2=CC(=C1)CN1C(=NC=C1)NC)=O)[C@H](C)C=1C=C(C(=NC1)C#N)OCC